3,6,9,12-Tetraoxatetradecanedioic acid C(COCCOCCOCCOCC(=O)O)(=O)O